C(C1=CC=CC=C1)N1C=NN(C1=O)C1=CC=C(C=C1)S(=O)(=O)C1=C(N=C(S1)NC(OC(C)(C)C)=O)C tert-butyl (5-((4-(4-benzyl-5-oxo-4,5-dihydro-1H-1,2,4-triazol-1-yl)phenyl) sulfonyl)-4-methylthiazol-2-yl)carbamate